C1(=CC=CC=C1)C1=CC=C(C=C1)CCNC(=N)N 1-(4-phenylphenyl-ethyl)guanidine